[Ru].N1=C(C=CC=C1)CC=C [3-(2-pyridyl)propylene] ruthenium